Tert-butyl (1E)-6-bromo-1-{[(R)-2-methylpropane-2-sulfinyl]imino}-1,3-dihydrospiro[indene-2,4'-piperidine]-1'-carboxylate BrC1=CC=C2CC3(CCN(CC3)C(=O)OC(C)(C)C)\C(\C2=C1)=N/[S@](=O)C(C)(C)C